ClC(COC(C(=C)C)=O)(Cl)Cl.FC1=C(C=CC=C1NS(NC)(=O)=O)CN1C(OC2=C(C1)C=CC(=C2)CC(=O)N(C)C)=O 2-[3-({2-fluoro-3-[(methylsulfamoyl)amino]phenyl}methyl)-2-oxo-3,4-dihydro-2H-1,3-benzoxazin-7-yl]-N,N-dimethylacetamide 2,2,2-trichloroethyl-methacrylate